2-amino-4,6-dihydrazinopyrimidine NC1=NC(=CC(=N1)NN)NN